((1r,4r)-4-((2,5-difluorobenzyl)(methyl)amino)cyclohexyl)(3,3,5-trimethyl-2,3-dihydro-1H-pyrrolo[3,2-b]pyridin-1-yl)methanone FC1=C(CN(C2CCC(CC2)C(=O)N2CC(C3=NC(=CC=C32)C)(C)C)C)C=C(C=C1)F